4-(3-chloro-4-(trifluoromethyl)phenyl)piperidin-4-ol ClC=1C=C(C=CC1C(F)(F)F)C1(CCNCC1)O